C(C)(C)(C)OC(=O)N1CC(CC1)(F)CN(C)C 3-((dimethylamino)methyl)-3-fluoropyrrolidine-1-carboxylic acid tert-butyl ester